C(C)(C)(C)OC1=C(C=C(C(=O)OC)C=C1)NS(=O)(=O)CC1=CC=CC=C1 methyl 4-(tert-butoxy)-3-((phenylmethyl)sulfonamido)benzoate